FC(C1=NC(=NC(=C1)C(F)(F)F)N1[C@H](C=2NC3=CC=C(C=C3C2CC1)Cl)C)(F)F (1S)-2-[4,6-bis(trifluoromethyl)pyrimidin-2-yl]-6-chloro-1-methyl-2,3,4,9-tetrahydro-1H-pyrido[3,4-b]indole